C1(=CC(C)=CC=C1C(C)C)OC(=O)C1CCCCC1.O=C1N(C(CN1)=O)CC(=O)N1C(CC(C1)F)C(=O)NC(C1=CC=C(C=C1)C(C)C)C1=CC=CC=C1 1-[2-(2,5-dioxoimidazolidin-1-yl)acetyl]-4-fluoro-N-{phenyl-[4-(propan-2-yl)phenyl]methyl}pyrrolidine-2-carboxamide Thymyl-cyclohexanecarboxylate